OB1OCC2=C1C=C(C=C2C(F)(F)F)S(=O)(C=2C=C(C1=C(B(OC1)O)C2)C(F)(F)F)=NCC(=O)O 2-((bis(1-hydroxy-4-(trifluoromethyl)-1,3-dihydrobenzo-[c][1,2]oxaborol-6-yl)(oxo)-λ6-sulfanylidene)amino)acetic acid